C(C)N(CCOC1=CC=C(C=C1)CC#N)CC 2-(4-(2-(diethylamino)ethoxy)phenyl)acetonitrile